COC1CN(C1)CC1=C(C=C(C=C1)C1=NC(=NC=C1)NC=1C=NN(C1)C)C 3-methoxy-N-[[2-methyl-4-[2-[(1-methylpyrazol-4-yl)amino]pyrimidin-4-yl]phenyl]methyl]azetidine